N-((1R)-3-Cyano-3-azabicyclo[3.1.0]hexan-1-yl)-5-(2-((4-fluorophenyl)amino)phenyl)thiazol-2-carboxamid C(#N)N1C[C@]2(CC2C1)NC(=O)C=1SC(=CN1)C1=C(C=CC=C1)NC1=CC=C(C=C1)F